N,N-dimethylphosphoric acid triamide CN(P(N)(N)=O)C